C(C)OC1=C(C=C(C=C1)S(=O)(=O)N1CCN(CC1)CCOC(OCCN1CCN(CC1)S(=O)(=O)C1=CC(=C(C=C1)OCC)C=1NC(C2=C(N1)C(=NN2C)CCC)=O)=O)C=2NC(C1=C(N2)C(=NN1C)CCC)=O bis-(2-{4-[4-ethoxy-3-(1-methyl-7-oxo-3-propyl-6,7-dihydro-1H-pyrazolo[4,3-d]pyrimidin-5-yl)-benzenesulfonyl]piperazin-1-yl}-ethyl)carbonate